2,3,6,7-tetramethyl-9,10-bis(2-naphthyl)anthracene CC1=CC2=C(C3=CC(=C(C=C3C(=C2C=C1C)C1=CC2=CC=CC=C2C=C1)C)C)C1=CC2=CC=CC=C2C=C1